(2-(((1-(chloromethyl)naphthalen-2-yl)oxy)methyl)phenyl)acetonitrile ClCC1=C(C=CC2=CC=CC=C12)OCC1=C(C=CC=C1)CC#N